F[Sb-](F)(F)(F)(F)F.[N+](=O)([O-])C=1C=C(C[SH+]CC2=CC=C(C=C2)O)C=C(C1)[N+](=O)[O-] 3,5-dinitrobenzyl-4-hydroxyphenylmethylsulfonium hexafluoroantimonate